hydroxy-4-dodecyloxybenzophenone OC1=C(C(=O)C2=CC=CC=C2)C=CC(=C1)OCCCCCCCCCCCC